N4-(3-chlorobenzyl)-N2-isopropylthieno[3,2-d]pyrimidine-2,4-diamine ClC=1C=C(CNC=2C3=C(N=C(N2)NC(C)C)C=CS3)C=CC1